3-[[4-[(2R)-3-Cyclobutyl-2-[(5-isopropoxypyrimidin-2-yl)methylamino]propoxy]-6-(2,6-dimethylphenyl)pyrimidin-2-yl]sulfamoyl]benzoic acid C1(CCC1)C[C@H](COC1=NC(=NC(=C1)C1=C(C=CC=C1C)C)NS(=O)(=O)C=1C=C(C(=O)O)C=CC1)NCC1=NC=C(C=N1)OC(C)C